NCC(=O)N[C@@H](CCCNC(N)=N)C(=O)C=1C(OC2=CC(=CC=C2C1C)C(=O)N)=O glycyl-L-arginyl-4-methylcoumarin-7-amide